tert-Butyl N-[2-(5-tert-butyl-2-pyridyl)-2-oxo-ethyl]-N-methyl-carbamate C(C)(C)(C)C=1C=CC(=NC1)C(CN(C(OC(C)(C)C)=O)C)=O